(S)-5-cyclopropyl-6-ethyl-3-((3-(2-(2-(N-(methyl-d3)acrylamido)propanamido)ethyl)phenyl)amino)pyrazine-2-carboxamide C1(CC1)C=1N=C(C(=NC1CC)C(=O)N)NC1=CC(=CC=C1)CCNC([C@H](C)N(C(C=C)=O)C([2H])([2H])[2H])=O